O[C@@H]1[C@@H](C(C=C1C)(C)C)OC(=O)C |r| (1RS,2SR)-(2-Hydroxy-3,5,5-trimethyl-3-cyclopentenyl)-methylcarboxylat